C(C)NC(=O)N1CC2=CC(=CC=C2CC1)OC1=CC=C(C=C1)C(F)(F)F N-ethyl-7-(4-(trifluoro-methyl)phenoxy)-3,4-dihydroisoquinoline-2(1H)-carboxamide